CN(C1=C(C=NC=2NC3=C(C=C(C=C3C21)F)NC)C=2C=C1C(C(=CN(C1=NC2)CC)C(=O)O)=O)C 6-[4-(dimethylamino)-6-fluoro-8-(methylamino)-9H-pyrido[2,3-b]indol-3-yl]-1-ethyl-4-oxo-1,8-naphthyridine-3-carboxylic acid